3-Bromo-2-chloro-6-vinylphenol BrC=1C(=C(C(=CC1)C=C)O)Cl